N(=C=O)[Si](C)(C)C isocyanatotrimethyl-silane